3-((4-(Dimethylamino) butanoyl)oxy)-2,2-bis((octanoyloxy) methyl)propyl 4,5-dibutylnonanoate C(CCC)C(CCC(=O)OCC(COC(CCCN(C)C)=O)(COC(CCCCCCC)=O)COC(CCCCCCC)=O)C(CCCC)CCCC